FC1=C(COC2=C(C=CC(=N2)C2=CC(=C(CN3N(C4=CC(=CC=C4C3=O)C(=O)O)CC3OCC3)C=C2)F)F)C=CC(=C1)C#N 2-(4-(6-(2-fluoro-4-cyanobenzyloxy)-5-fluoropyridin-2-yl)-2-fluorobenzyl)-1-((oxetan-2-yl)methyl)-3-oxo-2,3-dihydro-1H-indazole-6-carboxylic acid